N1(CCNCC1)CCCO 3-(piperazin-1-yl)propan-1-ol